C(#N)/N=C(\NCC1=CN=C(S1)C(=O)N1CCC2=C(C=CC=C12)C1=CC(=CC=C1)OCCCN1CCN(CC1)C)/NC1=CC=NC=C1 (E)-2-cyano-1-{[2-(4-{3-[3-(4-methylpiperazin-1-yl)propoxy]phenyl}indoline-1-carbonyl)thiazol-5-yl]methyl}-3-(pyridin-4-yl)guanidine